C(C)(C)(C)C(C(C(=O)OCC(COC(C(C(C1=CC=CC=C1)C(C)(C)C)(O)C(C)(C)C)=O)(COC(C(C(C1=CC=CC=C1)C(C)(C)C)(O)C(C)(C)C)=O)COC(C(C(C1=CC=CC=C1)C(C)(C)C)(O)C(C)(C)C)=O)(O)C(C)(C)C)C1=CC=CC=C1 pentaerythritol tetra(di-t-butylhydroxy hydrocinnamate)